ClC=1N=CC(=NC1)C=1C(=NC=CN1)C(C)N 1-[3-(5-chloropyrazin-2-yl)pyrazin-2-yl]ethanamine